[Br-].COC=1C(=C(C(=C(C1)P(C1=CC=CC=C1)C1=CC=CC=C1)CC1=CC=CC=C1)OC)OC Trimethoxybenzyl-Triphenylphosphine Bromide